2-morpholinobenzo[d]thiazole-4-carboxamide O1CCN(CC1)C=1SC=2C(N1)=C(C=CC2)C(=O)N